CCCCC(CC)COC(=O)CC(C(=O)OCC(CC)CCCC)S(=O)(=O)[O-].[Na+] sodium 2-ethylhexylsulfosuccinate